2-(2-bromopyrimidin-5-yl)acetic acid BrC1=NC=C(C=N1)CC(=O)O